(2-(2-methyl-1,3-dioxolan-2-yl) phenyl) propylmethanesulfonate C(CC)CS(=O)(=O)OC1=C(C=CC=C1)C1(OCCO1)C